trehalose OC[C@H]1O[C@H](O[C@H]2O[C@H](CO)[C@@H](O)[C@H](O)[C@H]2O)[C@H](O)[C@@H](O)[C@@H]1O